C1(CCCC1)C#CC1=CC=C(OC2=C(N=NN2)C(=O)O)C=C1 5-(4-(cyclopentyl-ethynyl)phenoxy)-1H-1,2,3-triazole-4-carboxylic acid